N-(2-(1-(oxetan-3-yl)piperidin-4-yl)ethyl)-3-(((7-(pyridin-4-yl)-2,3-dihydrofuro[3,2-c]pyridin-4-yl)amino)methyl)benzamide O1CC(C1)N1CCC(CC1)CCNC(C1=CC(=CC=C1)CNC1=NC=C(C2=C1CCO2)C2=CC=NC=C2)=O